Benzene tetrakis(pentafluorophenyl)borate FC1=C(C(=C(C(=C1[B-](C1=C(C(=C(C(=C1F)F)F)F)F)(C1=C(C(=C(C(=C1F)F)F)F)F)C1=C(C(=C(C(=C1F)F)F)F)F)F)F)F)F.C1=CC=CC=C1